COC1=C(CN(S(=O)(=O)C2=C(C=CC(=C2)CC)OC)C2=NOC3=C2C=CC(=C3)C=3C=NN(C3)C)C=CC(=C1)OC N-(2,4-Dimethoxybenzyl)-5-ethyl-2-methoxy-N-(6-(1-methyl-1H-pyrazol-4-yl)benzo[d]isoxazol-3-yl)benzenesulfonamide